bis[4-(2,6-dimethyl-4-aminophenoxy) phenyl] ether CC1=C(OC2=CC=C(C=C2)OC2=CC=C(C=C2)OC2=C(C=C(C=C2C)N)C)C(=CC(=C1)N)C